tert-butyl (2-(4-vinyl-2H-1,2,3-triazol-2-yl)ethyl)carbamate C(=C)C1=NN(N=C1)CCNC(OC(C)(C)C)=O